C(C)(C)(C)C1=CC=C(CNCC(C)N)C=C1 N1-(4-tert-butylbenzyl)propane-1,2-diamine